C(#N)C1=CC=C(OC2=CC(=C(C=C2)B2OC(C)(C)C(C)(C)O2)C)C=C1 4-(4-cyano-phenoxy)-2-methylphenylboronic acid pinacol ester